(1R,4R)-4-((2-(methylamino)-2-oxoethyl)cyclohexyl)nicotinamide CNC(CC1(CCCCC1)C1=CC=NC=C1C(=O)N)=O